2-amino-4-methoxy-5'-methoxy-1,1'-binaphthyl NC1=C(C2=CC=CC=C2C(=C1)OC)C1=CC=CC2=C(C=CC=C12)OC